C(C=C)C=1C(=CC=C(C1)CNC1=NC(=NC(=C1)Cl)NC=1SC(=C(N1)C)C(=O)OCC)S(=O)(=O)N 2-[[4-[[5-Allyl[4-(aminosulfonyl)phenyl]methyl]amino]-6-chloro-2-pyrimidinyl]amino]-4-methyl-5-thiazolecarboxylic acid, ethyl ester